1,4,7,10-tetrazacyclododecane N1CCNCCNCCNCC1